2,2-diethoxypropionic acid succinimidyl ester C1(CCC(N1OC(C(C)(OCC)OCC)=O)=O)=O